ammonium p-toluenesulfonic acid salt CC1=CC=C(C=C1)S(=O)(=O)[O-].[NH4+]